N-[1-(3-Fluorophenyl)ethyl]-5-methyl-2-(5-morpholin-4-yl-3,4'-bipyridin-2'-yl)-1H-imidazol-4-carboxamid FC=1C=C(C=CC1)C(C)NC(=O)C=1N=C(NC1C)C1=NC=CC(=C1)C=1C=NC=C(C1)N1CCOCC1